NP1(=NP(=NP(=N1)(Cl)Cl)(Cl)Cl)N diaminotetrachlorocyclotriphosphazene